3''-chloro-4''-((3-chloropyridine-2-yl)methoxy)-3-(2-hydroxypropane-2-yl)-5',6''-dimethyl-2H,2''H-[1,2':4',1''-terpyridine] ClC=1CN(C(=CC1OCC1=NC=CC=C1Cl)C)C1=CC(=NC=C1C)N1CC(=CC=C1)C(C)(C)O